ClC[N+]12CC[N+](CC1)(CC2)F 1-chloromethyl-4-fluoro-1,4-diazoniabicyclo[2.2.2]octan